N-[(1S)-2-[[(1S)-2-amino-2-oxo-1-[(5-oxo-4-azaspiro[2.5]octan-6-yl)methyl]ethyl]amino]-1-(cyclopropylmethyl)-2-oxo-ethyl]-4-methoxy-1H-indole-2-carboxamide NC([C@H](CC1C(NC2(CC2)CC1)=O)NC([C@H](CC1CC1)NC(=O)C=1NC2=CC=CC(=C2C1)OC)=O)=O